4-(2,8-dimethyl-2,3,4,4a,5,9b-hexahydro-1H-pyrido[4,3-b]indole-5-carbonyl)-5-methylfuran-2-carbonitrile CN1CC2C(N(C=3C=CC(=CC23)C)C(=O)C=2C=C(OC2C)C#N)CC1